(2S)-4-(6-fluoro-[1,2,4]triazolo[4,3-a]pyridin-7-yl)butan-2-ol FC=1C(=CC=2N(C1)C=NN2)CC[C@H](C)O